(2R)-2-[9H-fluoren-9-ylmethoxycarbonyl(methyl)amino]-3-(3-methylbutoxy)propanoic acid C1=CC=CC=2C3=CC=CC=C3C(C12)COC(=O)N([C@@H](C(=O)O)COCCC(C)C)C